(2S,4R)-1-(2-(3-acetyl-5-(2-aminopyrimidin-5-yl)-1H-indazol-1-yl)acetyl)-N-(6-bromopyridin-2-yl)-4-fluoropyrrolidine-2-carboxamide C(C)(=O)C1=NN(C2=CC=C(C=C12)C=1C=NC(=NC1)N)CC(=O)N1[C@@H](C[C@H](C1)F)C(=O)NC1=NC(=CC=C1)Br